C(C)(C)C(CCC(CCOC)C)SC(CC=O)CCCCCCCC 3-(1-Isopropyl-6-methoxy-4-methyl-hexyl)sulfanylundecanal